(1S,3S,4S)-2-((3-chlorophenyl)-D-alanyl)-N-((S)-1-cyano-2-((S)-2-oxopiperidin-3-yl)ethyl)-5,5-difluoro-2-azabicyclo[2.2.2]octane-3-carboxamide ClC=1C=C(C=CC1)N[C@H](C)C(=O)N1[C@@H]2CC([C@H]([C@H]1C(=O)N[C@@H](C[C@H]1C(NCCC1)=O)C#N)CC2)(F)F